4-(8-(4-aminopiperidin-1-yl)-3-(3-fluoro-4-methoxyphenyl)imidazo[1,2-a]pyrazin-2-yl)-2-fluorobenzonitrile NC1CCN(CC1)C=1C=2N(C=CN1)C(=C(N2)C2=CC(=C(C#N)C=C2)F)C2=CC(=C(C=C2)OC)F